2,2-Dimethylbut-3-enoic acid benzyl ester C(C1=CC=CC=C1)OC(C(C=C)(C)C)=O